C(CC(O)(C(=O)O)CC(=O)O)(=O)O.C[C@H]1[C@H](CN(CC1)C(CC#N)=O)N(C=1C2=C(N=CN1)NC=C2)C 3-((3R,4R)-4-methyl-3-[methyl-(7H-pyrrolo[2,3-d]-pyrimidin-4-yl)-amino]-piperidin-1-yl)-3-oxopropionitrile monocitrate salt